OC=1C=C2CC[C@H]([C@H](C2=CC1)C1=CC=C(C=C1)N1CCN(CC1)CC1=C(C=NC=C1)N1C(NC(CC1)=O)=O)C1=CC=CC=C1 1-(4-((4-(4-((1S,2R)-6-hydroxy-2-phenyl-1,2,3,4-tetrahydronaphthalen-1-yl)phenyl)piperazin-1-yl)methyl)pyridin-3-yl)dihydropyrimidine-2,4(1H,3H)-dione